FC1=CC=C(C=C1)C1=C(C(=NC2=C(C3=C(C=C12)C=NN3)C)C=3C=C(C(=O)O)C=CC3)C(C)C 3-[5-(4-fluorophenyl)-6-isopropyl-9-methyl-1H-pyrazolo[4,3-g]quinolin-7-yl]benzoic acid